3-propoxy-4-(1-methylpiperidin-4-yl)benzene-1,2-diamine C(CC)OC1=C(C(=CC=C1C1CCN(CC1)C)N)N